(3s,5s)-4-(7-chloro-6-fluoro-1-(2-isopropyl-4-methylpyridin-3-yl)-2-oxo-1,2-dihydropyrido[2,3-d]pyrimidin-4-yl)-3,5-dimethylpiperazine-1-carboxylic acid tert-butyl ester C(C)(C)(C)OC(=O)N1C[C@@H](N([C@H](C1)C)C=1C2=C(N(C(N1)=O)C=1C(=NC=CC1C)C(C)C)N=C(C(=C2)F)Cl)C